COC=1C=C(C=C(C1)C)N(C(=O)C=1C=CC=2N(C1)C(=CN2)C=2C=CC(=NC2)NC(OC)=O)C methyl N-[5-[6-[(3-methoxy-5-methyl-phenyl)-methyl-carbamoyl]imidazo[1,2-a]pyridin-3-yl]-2-pyridyl]carbamate